7-bromo-8-methoxy-3-methyl-5-phenyl-3-propyl-2,3-dihydro-1,5-benzothiazepine-4(5H)-one BrC=1C(=CC2=C(N(C(C(CS2)(CCC)C)=O)C2=CC=CC=C2)C1)OC